C(C)N1C(CCCC1)[2H] 1-ethylpiperidin-d